NCCN1N=C2C(C(=NC=3C=C(C=CC23)C2=NNC=C2)N)=C1 (2-aminoethyl)-7-(1H-pyrazol-3-yl)-2H-pyrazolo[4,3-c]quinolin-4-amine